2-chloro-N-(3-((4-((1-cyclohexylazetidin-3-yl)amino)-6,7-dimethoxyquinazolin-2-yl)amino)propyl)acetamide ClCC(=O)NCCCNC1=NC2=CC(=C(C=C2C(=N1)NC1CN(C1)C1CCCCC1)OC)OC